O1C(=CC=C1)C(=O)[O-].[Na+] sodium furate